N1=CN=CC(=C1)O Pyrimidine-5-ol